C1(=CC=C(C=C1)CN1C2=NC=NC=C2NC1=O)C 9-(p-tolylmethyl)-7H-purin-8-one